COC=1N=CC=C2C1NC=C2C(C2=CC=C(C=C2)O)C2=CNC1=C(N=CC=C12)OC 4-(bis(7-methoxy-1H-pyrrolo[2,3-c]pyridin-3-yl)methyl)phenol